tert-butyl (2-(2-(1,1-difluoro-2-hydroxy-3-(1-methyl-3-(thiazol-4-yl)-1H-pyrazole-5-carboxamido)propan-2-yl)-6-(4-fluorophenyl)pyridin-4-yl)propan-2-yl)carbamate FC(C(CNC(=O)C1=CC(=NN1C)C=1N=CSC1)(O)C1=NC(=CC(=C1)C(C)(C)NC(OC(C)(C)C)=O)C1=CC=C(C=C1)F)F